4-(N-nitrosomethylamino)-4-(3-pyridyl)-1-butanal N(=O)CNC(CCC=O)C=1C=NC=CC1